1-(1-(tert-Butoxycarbonyl)azetidin-3-yl)-1H-pyrazolo[4,3-b]Pyridine-5-carboxylic acid methyl ester COC(=O)C1=CC=C2C(=N1)C=NN2C2CN(C2)C(=O)OC(C)(C)C